N1[C@@H](CCC1)C(=O)N[C@@H](C(C)C)C(=O)OCC1=CC=CC=C1 benzyl L-prolyl-L-valinate